AMINOACROLEIN NC(=O)C=C